4,7-dimethoxy-2-(3-(trifluoromethyl)phenyl)-1H-benzo[d]imidazole COC1=CC=C(C=2NC(=NC21)C2=CC(=CC=C2)C(F)(F)F)OC